Cl.NC/C(/CN1N=CN(C1=O)C1=NC=C(C=C1C)C1=CC(=CC=C1)C1=NOC(=N1)C(C)C)=C\F 2-[(2E)-2-(aminomethyl)-3-fluoroprop-2-en-1-yl]-4-(3-methyl-5-{3-[5-(propan-2-yl)-1,2,4-oxadiazol-3-yl]phenyl}pyridin-2-yl)-2,4-dihydro-3H-1,2,4-triazol-3-one hydrochloride